2-isopropyl-2-isoamyl-1,3-propylene glycol dibenzoate C(C1=CC=CC=C1)(=O)OCC(COC(C1=CC=CC=C1)=O)(CCC(C)C)C(C)C